5-bromobenzo[d]thiazol-2(3H)-one BrC=1C=CC2=C(NC(S2)=O)C1